5-(2-fluorobenzyl)-N-(4-(5-((5-hydroxyl-5-methylhexyl)oxy)-2-(trifluoromethyl)phenyl)pyridin-2-yl)-4H-1,2,4-triazole-3-carboxamide FC1=C(CC=2NC(=NN2)C(=O)NC2=NC=CC(=C2)C2=C(C=CC(=C2)OCCCCC(C)(C)O)C(F)(F)F)C=CC=C1